OCCOCCNC(C1=CC(=NC=C1)N1CC2(CC1)CN(CC2)C2=CC=CC=C2)=O N-(2-(2-hydroxyethoxy)ethyl)-2-(7-phenyl-2,7-diazaspiro[4.4]nonan-2-yl)isonicotinamide